C(C)(C)(C)OC(=O)N=C(N1C[C@@H](CC1)C1=NC(=NO1)C1=CC=C(C=C1)CCCCCCCCCCC)NC(OC(C)(C)C)=O tert-butyl (R)-(((tert-butoxycarbonyl)imino)(3-(3-(4-undecylphenyl)-1,2,4-oxadiazol-5-yl)pyrrolidin-1-yl)methyl)carbamate